[Mn].[Sn] stannum-manganese